NC12CC3(CC(CC(C1)C3)C2)O 3-Aminoadamantan-1-ol